(R)-1-(3-(pentafluorosulfanylamino)phenyl)ethane-1-amine hydrochloride Cl.FS(F)(F)(F)(F)NC=1C=C(C=CC1)[C@@H](C)N